N-(heptane-4-yl)-benzo[d][1,3]dioxole-5-carboxamide CCCC(CCC)NC(=O)C1=CC2=C(OCO2)C=C1